ClC1=CC=C2C(=N1)N(C(=C2)C2=NC=1C(=CC=3CCNC(C3C1)=O)N2C)CC2CC2 2-(6-Chloro-1-(cyclopropylmethyl)-1H-pyrrolo[2,3-b]pyridin-2-yl)-1-methyl-1,6,7,8-tetrahydro-5H-imidazo[4,5-g]isoquinolin-5-one